4-((2R,5R)-5-(((4-Cyanophenyl)amino)methyl)-2-(trifluoromethyl)oxazolidin-3-yl)-2-(trifluoromethyl)benzonitril C(#N)C1=CC=C(C=C1)NC[C@@H]1CN([C@H](O1)C(F)(F)F)C1=CC(=C(C#N)C=C1)C(F)(F)F